4-[[(2S,3S,4R,5R)-3-(5-deuterio-3,4-difluoro-2-methoxy-phenyl)-4,5-dimethyl-5-(trifluoromethyl)tetrahydrofuran-2-carbonyl]amino]pyridine-2-carboxamide [2H]C=1C(=C(C(=C(C1)[C@H]1[C@H](O[C@]([C@@H]1C)(C(F)(F)F)C)C(=O)NC1=CC(=NC=C1)C(=O)N)OC)F)F